CN(C)\C=N\C(CN(C(OC(C)(C)C)=O)C)=O tert-butyl (E)-(2-(((dimethylamino)methylene)amino)-2-oxoethyl)(methyl)carbamate